BrC1=CC=C(C=C1)N1CC(N(CC1)C)C 4-(4-bromophenyl)-1,2-dimethylpiperazine